OC1=CC(=C(C=C1CC)SC1=C(C=C(C(=C1)CC)O)C)C bis-(4-hydroxy-2-methyl-5-ethylphenyl)sulfide